bis(1,3-bis(octanoyloxy) propan-2-yl) 4-hydroxypimelate OC(CCC(=O)OC(COC(CCCCCCC)=O)COC(CCCCCCC)=O)CCC(=O)OC(COC(CCCCCCC)=O)COC(CCCCCCC)=O